(n-dodecyl)tri(2-ethylhexyl)phosphonium C(CCCCCCCCCCC)[P+](CC(CCCC)CC)(CC(CCCC)CC)CC(CCCC)CC